1-(2-(4-cyanophenyl)-3-(p-tolyl)indolizin-8-yl)piperidin-3-ylcarbamate C(#N)C1=CC=C(C=C1)C=1C=C2C(=CC=CN2C1C1=CC=C(C=C1)C)N1CC(CCC1)NC([O-])=O